trans-4-((4-(2-Cyclopropyloxazol-4-yl)pyridine-2-yl)((trans-4-(5-methoxy-6-methylpyridin-2-yl)cyclohexyl)methyl)carbamoyl)cyclohexyl 3-ethynylazetidine-1-carboxylate C(#C)C1CN(C1)C(=O)O[C@@H]1CC[C@H](CC1)C(N(C[C@@H]1CC[C@H](CC1)C1=NC(=C(C=C1)OC)C)C1=NC=CC(=C1)C=1N=C(OC1)C1CC1)=O